C1(CCC1)N1N=CC=C1C(=O)O 2-cyclobutylpyrazole-3-carboxylic acid